C(C)(C)(C)N(C(O)=O)[C@@H]1CN(CCC1)C1=CC(=NC=C1C#CC1(CCOCC1)O)Cl.FC(C(C(C(C(C(C(F)(F)F)(F)F)(F)F)(F)F)(F)F)(F)F)(F)F Perfluoroheptane tert-butyl-(S)-(1-(2-chloro-5-((4-hydroxytetrahydro-2H-pyran-4-yl)ethynyl)pyridin-4-yl)piperidin-3-yl)carbamate